2-acrylamidoethyl (2-(trimethylammonio)ethyl) phosphate P(=O)(OCCNC(C=C)=O)(OCC[N+](C)(C)C)[O-]